11H-benzo-[b]-fluorene C1=CC=CC=2C=3C=C4C(=CC3CC12)C=CC=C4